N,N-bis[2-(4-hydroxyphenyl)ethyl]-1,4-benzenedicarboxamide OC1=CC=C(C=C1)CCN(C(=O)C1=CC=C(C=C1)C(=O)N)CCC1=CC=C(C=C1)O